Cl.NC(CC(=O)OCC)=N ethyl 3-amino-3-iminopropionate, hydrochloride